ClC[C@@H](O)[C@H]1CN(C(O1)=O)C(=O)OC(C)(C)C tert-butyl (5R)-5-[(1S)-2-chloro-1-hydroxy-ethyl]-2-oxo-oxazolidine-3-carboxylate